2-(7-azabicyclo[2.2.1]heptan-7-yl)-1-(1-(4-chlorophenyl)-5-((1,1-dioxotetrahydro-2H-thiopyran-4-yl)methyl)-2-methyl-1H-pyrrol-3-yl)ethan-1-one C12CCC(CC1)N2CC(=O)C2=C(N(C(=C2)CC2CCS(CC2)(=O)=O)C2=CC=C(C=C2)Cl)C